Acetic acid, 2-methylpropyl ester C(C)(=O)OCC(C)C